C(C)(C)(C)OC(=O)N1C(CC(CC1)O[Si](C)(C)C(C)(C)C)CO 4-((tert-Butyldimethylsilyl)oxy)-2-(hydroxymethyl)piperidine-1-carboxylic acid tert-butyl ester